2-{4,10-bis(carboxylmethyl)-7-[1-carboxypropyl]-1,4,7,10-tetraazacyclododecan-1-yl}-3-{4-[2-(2-ethoxyethoxy)ethoxy]phenyl}propanoic acid gadolinium [Gd].C(=O)(O)CN1CCN(CCN(CCN(CC1)C(CC)C(=O)O)CC(=O)O)C(C(=O)O)CC1=CC=C(C=C1)OCCOCCOCC